3',5'-dideoxy-3',4'-didehydrouridine-5'-carboxylic acid [C@@H]1([C@H](O)C=C(CC(=O)O)O1)N1C(=O)NC(=O)C=C1